C(CCCCCCCCCCC)OCC(=O)[O-] 2-dodecyloxyacetate